2-(4-methoxybenzyl)naphtho[1,8-de][1,2]oxazin-3(2H)-one COC1=CC=C(CN2OC=3C4=C(C2=O)C=CC=C4C=CC3)C=C1